1-((S)-2,2-difluorocyclobutyl)-N-((R)-1-(3-(difluoromethyl)-2-fluorophenyl)ethyl)-4-(((1R,5S,8s)-3-methyl-3-azabicyclo[3.2.1]octan-8-yl)amino)-6-oxo-1,6-dihydropyridine-3-carboxamide FC1([C@H](CC1)N1C=C(C(=CC1=O)NC1[C@H]2CN(C[C@@H]1CC2)C)C(=O)N[C@H](C)C2=C(C(=CC=C2)C(F)F)F)F